2-methylpentane diisocyanate [N-]=C=O.[N-]=C=O.CC(C)CCC